BrC=1C=C2C(OCC3=CC=C(C=C3C3=C(C=C(C(NS(C(C1O)=C2)(=O)=O)=C3)F)F)F)=O 13-Bromo-4,19,21-trifluoro-14-hydroxy-16,16-dioxo-9-oxa-16λ6-thia-17-azatetracyclo[16.3.1.111,15.02,7]tricosa-1(21),2,4,6,11,13,15(23),18(22),19-nonaen-10-one